CC1=NOC(=C1C1=CC2=C(N=C(S2)NC2=NC=CC(=C2)CN2CCCC2)C=C1)C 2-((6-(3,5-dimethylisoxazol-4-yl)benzo[d]thiazol-2-yl)amino)-4-(pyrrolidin-1-ylmethyl)pyridine